5'-trifluoromethyl-2'-deoxyuridine FC(C([C@@H]1[C@H](C[C@@H](O1)N1C(=O)NC(=O)C=C1)O)O)(F)F